NC(C(=O)O)(CCCCB(O)O)C1CCN(CC1)CC1=CC2=C(OCO2)C=C1 2-amino-2-(1-(benzo[d][1,3]dioxol-5-ylmethyl)piperidin-4-yl)-6-boronohexanoic acid